FC=1C=C(C=C(C1)F)C[C@@H](C(=O)N(C)C1=CC=C(C=C1)OC)NC(CC1=CC2=CC=CC=C2C=C1)=O (S)-3-(3,5-difluorophenyl)-2-(2-(naphthalene-2-yl)acetamido)-N-(4-methoxyphenyl)-N-methylpropionamide